NC=1C=C(C(=O)NCCCCN2C(=NC=3C(=NC=4C=CC=CC4C32)N)CCCC)C=CC1F C3-amino-N-(4-(4-amino-2-butyl-1H-imidazo[4,5-C]quinolin-1-yl)butyl)-4-fluorobenzamide